BrC=1C(=C(C=CC1F)N)Cl 3-bromo-2-chloro-4-fluorobenzenamine